2-(4-amino-5-(4-amino-2-fluorophenyl)-7H-pyrrolo[2,3-d]pyrimidin-7-yl)ethan-1-ol NC=1C2=C(N=CN1)N(C=C2C2=C(C=C(C=C2)N)F)CCO